BrC1=C2C[C@](N(C2=CC(=C1Cl)F)C(=O)OC(C)(C)C)(C1=CC=CC=C1)[C@H](CCCO)NC(=O)OC(C)(C)C tert-butyl (S)-4-bromo-2-((S)-1-((tert-butoxycarbonyl) amino)-4-hydroxybutyl)-5-chloro-6-fluoro-2-phenylindoline-1-carboxylate